CCCCCCCCCCCCCCCCCCCC(=O)O[C@H](COC(=O)CCCCCCCCCCCCC)COP(=O)(O)OC[C@H](CO)O 1-tetradecanoyl-2-eicosanoyl-glycero-3-phospho-(1'-sn-glycerol)